C=CCC(C=CCCCCCCCCCC)=O 4-hexadecadienal